N-[4-(4-chlorophenoxy)-3-sulfamoylphenyl]-2-(2,5-dichloro-4-cyanophenyl)acetamide ClC1=CC=C(OC2=C(C=C(C=C2)NC(CC2=C(C=C(C(=C2)Cl)C#N)Cl)=O)S(N)(=O)=O)C=C1